FC1=CC=C(C=C1)C1=CC=C(C(=N1)NC1(COCC1)C)NC1COCC1 6-(4-fluorophenyl)-N2-(3-methyltetrahydrofuran-3-yl)-N3-tetrahydrofuran-3-ylpyridin-2,3-diamine